Cl.C(CCCCCCC)C1=CC=C(C=C1)C1=NOC(=N1)C[C@H]1N(CCC1)C(=N)N (S)-2-((3-(4-octylphenyl)-1,2,4-oxadiazol-5-yl)methyl)pyrrolidine-1-formamidine hydrochloride